1-(3-fluoro-4-methyl-5-nitrophenyl)ethan-1-one FC=1C=C(C=C(C1C)[N+](=O)[O-])C(C)=O